NC1=C(C=C(C=C1)N1CCC(CC1)N1CCN(CC1)CCOC)NC(OC(C)(C)C)=O tert-butyl (2-amino-5-(4-(4-(2-methoxyethyl)piperazin-1-yl)piperidin-1-yl)phenyl)carbamate